ClC=1C(=NC=CC1)N1N=CC(=C1C(F)(F)F)C(=O)N 1-(3-Chloropyridin-2-yl)-5-(trifluoromethyl)-1H-pyrazole-4-carboxamide